C1OCC12CC(C2)COC2=C1C(=NC(=C2)C2=CNC3=CN=C(C=C32)NC(C)=O)C3(OCC1)COCC3 N-(3-(4'-((2-oxaspiro[3.3]heptan-6-yl)methoxy)-4,5,5',6'-tetrahydro-2H-spiro[furan-3,8'-pyrano[3,4-b]pyridin]-2'-yl)-1H-pyrrolo[2,3-c]pyridin-5-yl)acetamide